[Ag]I.[C].OCCCCCCC(=O)N (5-hydroxypentyl)acetamide carbon silver iodide